C(C)(C)C=1C=CC2=C(CC(O2)C=2C=C(C(=O)O)C=CC2)C1 m-(5-isopropyl-2,3-dihydro-1-benzofuran-2-yl)benzoic acid